2-methoxy-5-[[2-oxo-2-[(2R,5S)-5-methyl-2-[2-[(1S)-1-(dimethylamino)ethyl]-1,3-benzothiazol-5-yl]-1-piperidyl]acetyl]amino]pyridine-3-carboxamide COC1=NC=C(C=C1C(=O)N)NC(C(N1[C@H](CC[C@@H](C1)C)C=1C=CC2=C(N=C(S2)[C@H](C)N(C)C)C1)=O)=O